FC(N1C(C=C(C=C1)N1C(NC2(CC2)C1=O)=O)=O)F 6-(1-(difluoromethyl)-2-oxo-1,2-dihydropyridin-4-yl)-4,6-diazaspiro[2.4]heptane-5,7-dione